NCCNC1=NC=C(C=N1)C(=O)NC1=NC=C(C=C1)C1=CC(=CC=C1)C1CC1 2-[(2-aminoethyl)amino]-N-[5-(3-cyclopropylphenyl)pyridin-2-yl]pyrimidine-5-carboxamide